N[C@H](C(=O)O[C@@H]1COCC[C@H]1NC1=NN2C(C=N1)=C(C=C2C2=NC=C(C=C2)[C@@H](C(F)(F)F)C)F)C(C)C (3S,4R)-4-[(5-fluoro-7-{5-[(2S)-1,1,1-trifluoropropan-2-yl]pyridin-2-yl}pyrrolo[2,1-f][1,2,4]triazin-2-yl)amino]oxan-3-yl (2S)-2-amino-3-methylbutanoate